BrC1=C(C[C@@]2(NCCC2)C(=O)O)C=CC=C1 α-(2-bromo-benzyl)-proline